5-Methoxy-2-methyl-1H-indole-3-carbaldehyde COC=1C=C2C(=C(NC2=CC1)C)C=O